COC=1C=C2CCN(CC2=CC1N)C 6-methoxy-2-methyl-3,4-dihydro-1H-isoquinolin-7-amine